CC(=O)N[C@@H]1[C@H]([C@H]([C@H](O[C@H]1O[C@@H]2[C@H]([C@@H](O[C@@H]([C@H]2O)CO)O[C@@H]3[C@H](O[C@@H]([C@H]([C@H]3O)O)O)CO)NC(=O)C)CO)O)O The molecule is a linear amino trisaccharide consisting of a chain of N-acetyl-beta-D-glucosamine, N-acetyl-beta-D-galactosamine and alpha-D-mannose residues linked sequentially (1->3) and (1->4). It is an amino trisaccharide, a galactosamine oligosaccharide and a glucosamine oligosaccharide.